benzyl 4-(3-chloro-5-methylpyridazin-4-yl)piperidine-1-carboxylate ClC=1N=NC=C(C1C1CCN(CC1)C(=O)OCC1=CC=CC=C1)C